(3,3-difluorocyclobutyl)methyl N-{[2-(2,6-dioxopiperidin-3-yl)-3-oxo-2,3-dihydro-1H-isoindol-5-yl]methyl}carbamate O=C1NC(CCC1N1CC2=CC=C(C=C2C1=O)CNC(OCC1CC(C1)(F)F)=O)=O